tri-lysine monoacetate C(C)(=O)O.N[C@@H](CCCCN)C(=O)O.N[C@@H](CCCCN)C(=O)O.N[C@@H](CCCCN)C(=O)O